1,3,5-trichlorobenzene-d3 [2H]C1=C(C(=C(C(=C1Cl)[2H])Cl)[2H])Cl